tetrahydrocarbazolone C1CC2=C(C(=O)C1)NC3=CC=CC=C23